sulfur-arsenic salt [As].[S]